1,11-Dimethoxyundecan-6-one COCCCCCC(CCCCCOC)=O